C1(=CC=CC=C1)C1=NC=NC(=N1)C1=CC=CC=C1 4,6-diphenyl-1,3,5-triazine